[Ru](Cl)Cl.C(C)(C)C1=CC=CC=C1 (p-isopropylbenzene) ruthenium (II) chloride